S1C(=NC2=C1C=CC=C2)[C@H]2N(C[C@H](C1=C2N=CN1)C)C(=O)C=1OC(=NN1)C1=NC=C(C=C1)F ((4S,7R)-4-(benzo[d]thiazol-2-yl)-7-methyl-6,7-dihydro-1H-imidazo[4,5-c]pyridin-5(4H)-yl)(5-(5-fluoropyridin-2-yl)-1,3,4-oxadiazol-2-yl)methanone